(4-(7-fluoroquinolin-4-yl)piperazin-1-yl)(1-((1,3,5-trimethyl-1H-pyrazol-4-yl)sulfonyl)pyrrolidine-3-yl)methanone FC1=CC=C2C(=CC=NC2=C1)N1CCN(CC1)C(=O)C1CN(CC1)S(=O)(=O)C=1C(=NN(C1C)C)C